ClC1=CC=C(C=C1)C1=CC(=NC(=N1)C=1C=NC=CC1)N1C[C@@H]([C@@H](CC1)O)F (3S,4R)-1-(6-(4-chlorophenyl)-2-(pyridin-3-yl)pyrimidin-4-yl)-3-fluoropiperidin-4-ol